N-(1-(3-chlorophenyl)-2-hydroxy-ethyl)-1-(5-methyl-2-((4-(piperidin-4-yl)phenyl)amino)pyrimidin-4-yl)-1H-pyrrole-3-carboxamide ClC=1C=C(C=CC1)C(CO)NC(=O)C1=CN(C=C1)C1=NC(=NC=C1C)NC1=CC=C(C=C1)C1CCNCC1